C(C)(C)(C)OC(=O)N1CC2=C(CC1)SC=C2 6,7-dihydrothieno[3,2-c]pyridine-5(4H)-carboxylic acid tert-butyl ester